C(#N)C(CN(C(OC(C)(C)C)=O)C1=C(C=CC2=CC=C(C=C12)B1OC(C(O1)(C)C)(C)C)OCC)=C tert-butyl N-(2-cyanoallyl)-N-[2-ethoxy-7-(4,4,5,5-tetramethyl-1,3,2-dioxaborolan-2-yl)-1-naphthyl]carbamate